FC1=CC=C(C=C1)[C@H](C)C1=C(N=C(N=N1)C)N[C@H]1CN(CC1)C(=O)OC(C)(C)C tert-butyl (R)-3-((6-((S)-1-(4-fluorophenyl)ethyl)-3-methyl-1,2,4-triazin-5-yl)amino)pyrrolidine-1-carboxylate